ClC=1C=C(C=CC1)NC1=C(N(C2=CC=CC=C12)C)C(=O)N[C@@H](C)C1=CC=C(C(=O)[O-])C=C1 (S)-4-(1-(3-((3-chlorophenyl)amino)-1-methyl-1H-indole-2-carboxamido)ethyl)benzoate